C[C@@]1(N(CC(C1)C(C1=C(C=C(C=C1)Br)Cl)=O)C(=O)C1(CC1)C(F)(F)F)C(=O)O methyl-4-(4-bromo-2-chlorobenzoyl)-1-{[1-(trifluoromethyl)cyclopropyl]carbonyl}-L-proline